(nitrilotris(ethane-2,1-diyl))tris(2-bromoacetamide) N(CCC(C(=O)N)Br)(CCC(C(=O)N)Br)CCC(C(=O)N)Br